2-(8-azadispiro[2.1.55.13]undecan-8-yl)-4-iodobenzoic acid C1CC12CC1(CCN(CC1)C1=C(C(=O)O)C=CC(=C1)I)C2